N12C(=COCC2CC1)C(=O)[O-] oxa-1-azabicyclo[4.2.0]oct-2-ene-2-carboxylate